(E)-3-[4-[(1R,2R)-2-hydroxy-2-(4-hydroxy-3-methoxy-phenyl)-1-methyl-ethoxy]-3-methoxy-phenyl]acrolein O[C@@H]([C@H](OC1=C(C=C(C=C1)/C=C/C=O)OC)C)C1=CC(=C(C=C1)O)OC